tert-butyl 4-[1-(2,6-dioxo-3-piperidyl)-6-fluoro-3-methyl-2-oxo-benzimidazol-5-yl]piperidine-1-carboxylate O=C1NC(CCC1N1C(N(C2=C1C=C(C(=C2)C2CCN(CC2)C(=O)OC(C)(C)C)F)C)=O)=O